[5-ethylsulfanyl-6-[8-(2,2,3,3,3-pentafluoropropoxy)imidazo[1,5-a]pyridin-3-yl]-3-pyridyl]imino-dimethyl-oxo-λ6-sulfane C(C)SC=1C=C(C=NC1C1=NC=C2N1C=CC=C2OCC(C(F)(F)F)(F)F)N=S(=O)(C)C